C(CCCC)C1CCC(CC1)C1=CC=C(OCCO)C=C1 2-(4-(4-pentylcyclohexyl)phenoxy)ethan-1-ol